8-(naphthalen-1-yl)-2-azaspiro[4.5]decan-3-one C1(=CC=CC2=CC=CC=C12)C1CCC2(CC(NC2)=O)CC1